4-ethyl-2,3-dioxypiperazine CCN1CCNC(=O)C1=O